BrC=1C=C2C(=NC(=NN2C1)Cl)N(C(OC(C)(C)C)=O)CC1=C(C=NC=C1F)F tert-butyl (6-bromo-2-chloropyrrolo[2,1-f][1,2,4]triazin-4-yl)((3,5-difluoropyridin-4-yl)methyl)carbamate